C1=CC=CC=2C3=CC=CC=C3C(C12)COC(=O)N[C@H](C(=O)O)CC1=CC=NC=C1 (S)-2-((((9H-fluoren-9-yl)methoxy)carbonyl)amino)-3-(pyridin-4-yl)propanoic acid